1-(4-(4-chloro-5-fluoro-1H-indole-2-carbonyl)piperazin-1-yl)ethan-1-one ClC1=C2C=C(NC2=CC=C1F)C(=O)N1CCN(CC1)C(C)=O